C(C)C1=C(C=NC=C1F)[C@@H]1C2=C(NC(=C1C(=O)OC)CF)COC2=O methyl (R)-4-(4-ethyl-5-fluoropyridin-3-yl)-2-(fluoromethyl)-5-oxo-1,4,5,7-tetrahydrofuro[3,4-b]pyridine-3-carboxylate